C(C)(C)(C)OC(=O)N=S(=O)(C1=NC=CC=C1)C1=CC=C(C(=O)OC(C)C)C=C1 isopropyl 4-[N-tert-butoxycarbonyl-S-(2-pyridyl)sulfonimidoyl]benzoate